ClC1=CC(=C(C(=C1)F)NC1=C(C(=NN1C)C)C1=C(C=C(C=C1)F)Cl)F N-(4-Chloro-2,6-difluorophenyl)-4-(2-chloro-4-fluorophenyl)-1,3-dimethyl-1H-pyrazol-5-amine